FC(C(=O)O)(F)F.NCC(CN1N=CN(C1=O)CC1=CC=C(S1)N1C(C2=CC=CC=C2CC1)=O)=C(F)F [5-[[1-[2-(aminomethyl)-3,3-difluoro-allyl]-5-oxo-1,2,4-triazol-4-yl]methyl]-2-thienyl]-3,4-dihydro-2H-isoquinolin-1-one trifluoroacetate salt